C(C)OC(=O)[C@]1(C(N(CC1)C(C1=CC=CC=C1)=O)=O)CC=C (R)-3-allyl-1-benzoyl-2-oxopyrrolidine-3-carboxylic acid ethyl ester